ClC=1C=C(CC=2C=CC(=NC2)NC(=O)C2=NN(C(CC2)=O)C)C=C(C1)OC N-(5-(3-chloro-5-methoxybenzyl)pyridin-2-yl)-1-methyl-6-oxo-1,4,5,6-tetrahydropyridazine-3-carboxamide